CC(C(CCC)=O)CC(C)C methyl-isobutyl-pentanone